ClC1=NC=2N(C=C1OC)N=CC2 5-chloro-6-methoxypyrazolo[1,5-a]pyrimidine